(1r,4r)-4-(3-Chloroanilino)-2'-{2-(hydroxymethyl)-3-[(thieno[3,2-b]pyridin-7-yl)oxy]propyl}spiro[cyclohexane-1,1'-indene]-4-carboxylic acid ClC=1C=C(NC2(CCC3(C(=CC4=CC=CC=C34)CC(COC3=C4C(=NC=C3)C=CS4)CO)CC2)C(=O)O)C=CC1